FC(CN1N=CC(=C1)NC1=NC(=NC=C1)C1=CC=C(C=C1)N1C(NCC1)=O)(C(F)(F)F)F 1-(4-(4-((1-(2,2,3,3,3-pentafluoropropyl)-1H-pyrazol-4-yl)amino)pyrimidin-2-yl)phenyl)imidazolidin-2-one